(5-(5-(4-(4-cyanophenyl)piperidine-1-carbonyl)-2-cyclopropyl-4-methylphenyl)-4H-1,2,4-triazol-3-yl)-N,N-dimethylacetamide C(#N)C1=CC=C(C=C1)C1CCN(CC1)C(=O)C=1C(=CC(=C(C1)C=1NC(=NN1)CC(=O)N(C)C)C1CC1)C